tert-butyl (4-(2-((6-(cyanomethyl)-1-(tetrahydro-2H-pyran-2-yl)-1H-indazol-4-yl)amino)ethoxy)butyl)carbamate C(#N)CC1=CC(=C2C=NN(C2=C1)C1OCCCC1)NCCOCCCCNC(OC(C)(C)C)=O